1,5-Naphthalindithiol C1(=CC=CC=2C(=CC=CC12)S)S